C1(=CC=CC=C1)C#C.[Cu] copper phenylacetylene